tert-butyl (5-(4-((6,7-dichloro-2,2-dioxido-4,9-dihydro-[1,2,6]thiadiazino[4,3-g]indol-3(1H)-yl)methyl)piperidin-1-yl)-5-oxopentyl)carbamate ClC=1C=2C(=CNC2C2=C(C1)CN(S(N2)(=O)=O)CC2CCN(CC2)C(CCCCNC(OC(C)(C)C)=O)=O)Cl